N-((1s,3s)-3-(5-(6-(3-cyanopyrrolo[1,2-b]pyridazin-7-yl)-4-(isopropylamino)pyridin-3-yl)-1,3,4-thiadiazol-2-yl)cyclobutyl)acetamide C(#N)C1=CC=2N(N=C1)C(=CC2)C2=CC(=C(C=N2)C2=NN=C(S2)C2CC(C2)NC(C)=O)NC(C)C